(S)-3-amino-6-(3-methylimidazo[1,2-a]pyridin-6-yl)-5-(oxazol-2-yl)-N-((tetrahydrofuran-2-yl)methyl)pyrazine-2-carboxamide NC=1C(=NC(=C(N1)C=1OC=CN1)C=1C=CC=2N(C1)C(=CN2)C)C(=O)NC[C@H]2OCCC2